5-(2-chlorophenoxy)-3-((2,3-dichlorobenzyl)amino)-4H-benzo[e][1,2,4]thiadiazine 1,1-dioxide ClC1=C(OC2=CC=CC3=C2NC(=NS3(=O)=O)NCC3=C(C(=CC=C3)Cl)Cl)C=CC=C1